2-amino-2-(3-fluoro-5-methoxyphenyl)ethanol hydrochloride Cl.NC(CO)C1=CC(=CC(=C1)OC)F